N-((5-acetyl-1,3,4-thiadiazol-2-yl)methyl)pivalamide C(C)(=O)C1=NN=C(S1)CNC(C(C)(C)C)=O